6-tert-butyl-9-[1-(3-ethoxy-3-oxopropyl)-6-oxo-1,6-dihydropyridin-3-yl]-10-methoxy-2-oxo-6,7-dihydro-2H-pyrido[2,1-a]isoquinoline-3-carboxylic acid ethyl ester C(C)OC(=O)C=1C(C=C2N(C(CC3=CC(=C(C=C23)OC)C2=CN(C(C=C2)=O)CCC(=O)OCC)C(C)(C)C)C1)=O